C(C)SC=1N(N=C2C=CC(=CC12)C(C#N)(C)C)C=1C=C2C(=CN1)N(N=C2)CC(C(F)(F)F)(F)F 2-[3-ethylsulfanyl-2-[1-(2,2,3,3,3-pentafluoro-propyl)pyrazolo[3,4-c]pyridin-5-yl]indazol-5-yl]-2-methyl-propanenitrile